tert-butyl N-(tert-butoxy carbonyl)-N-(1,6-dimethylpiperidin-3-yl)carbamate C(C)(C)(C)OC(=O)N(C(OC(C)(C)C)=O)C1CN(C(CC1)C)C